NC1=CC2=C(OC3(CC3)C(N2C(C(=O)O)C)=O)C=C1F 2-(6-amino-7-fluoro-3-oxospiro[benzo[b][1,4]oxazin-2,1'-cyclopropane]-4(3H)-yl)propionic acid